3-((3-(4-(4-((4-(2-(3-chloro-5-cyanophenyl)prop-2-yl)phenoxy)methyl)pyrimidine-2-yl)piperazin-1-yl)pyrrolidin-1-yl)methyl)pyrrolidine-1-carboxylate ClC=1C=C(C=C(C1)C#N)C(C)(C)C1=CC=C(OCC2=NC(=NC=C2)N2CCN(CC2)C2CN(CC2)CC2CN(CC2)C(=O)[O-])C=C1